ClC=1C=C(C=CC1)N1N=C(C2=C1C(N(CC2)C=2C=CC1=C(C(N(CCO1)CCO)=O)C2)=O)C(=O)O 1-(3-chlorophenyl)-6-[4-(2-hydroxyethyl)-5-oxo-2,3-dihydro-1,4-benzoxazepin-7-yl]-7-oxo-4,5-dihydropyrazolo[3,4-c]pyridine-3-carboxylic acid